(3S,4R)-3-fluoro-N-(2-{3-[(4-methanesulfonyl-2-methoxyphenyl)amino]prop-1-yn-1-yl}-3-[(trifluoromethyl)sulfanyl]imidazo[1,2-a]pyridin-8-yl)-1-methylpiperidin-4-amine F[C@H]1CN(CC[C@H]1NC=1C=2N(C=CC1)C(=C(N2)C#CCNC2=C(C=C(C=C2)S(=O)(=O)C)OC)SC(F)(F)F)C